iron-aluminum lithium [Li].[Al].[Fe]